C[C@@H]1N(C[C@H](N(C1)C(C=C)=O)C)C=1C2=C(N(C(N1)=O)C=1C(=NC=CC1C)C(C)C)N=C(C(=C2)F)C2=C(C=CC=C2)C (M)-4-[(2S,5R)-2,5-Dimethyl-4-prop-2-enoyl-piperazin-1-yl]-6-fluoro-1-(2-isopropyl-4-methyl-3-pyridyl)-7-(o-tolyl)pyrido[2,3-d]pyrimidin-2-one